C(C)C1=C(C=CC(=C1)N1CCN(CC1)C)NC1=NC=C(C(=N1)NCCCN(C(C(C)(C)C)=O)C)C(F)(F)F N-(3-((2-((2-ethyl-4-(4-methylpiperazin-1-yl)phenyl)amino)-5-(trifluoromethyl)pyrimidin-4-yl)amino)propyl)-N-methylpivalamide